allyl (S)-(5-(benzyloxy)-2-(2-(hydroxymethyl)-4-(pyrimidin-5-yl)-1,2,3,6-tetrahydropyridine-1-carbonyl)-4-methoxyphenyl)carbamate C(C1=CC=CC=C1)OC=1C(=CC(=C(C1)NC(OCC=C)=O)C(=O)N1[C@@H](CC(=CC1)C=1C=NC=NC1)CO)OC